(2S,4S)-4-fluoro-1-[2-[(3R)-3-(3-quinolylamino)pyrrolidin-1-yl]acetyl]pyrrolidine-2-carbonitrile F[C@H]1C[C@H](N(C1)C(CN1C[C@@H](CC1)NC=1C=NC2=CC=CC=C2C1)=O)C#N